ethyl (Z)-2-cyanotetradec-9-enoate C(#N)C(C(=O)OCC)CCCCCC\C=C/CCCC